COCCN1C=CC2=CC(=CC=C12)NC=1N=C(C2=C(N1)NC=C2)OC=2C=C(C=CC2)NC(C=C)=O N-(3-(2-(1-(2-methoxyethyl)indol-5-ylamino)-7H-pyrrolo[2,3-d]pyrimidin-4-yloxy)phenyl)acrylamide